Ethyl 2-chloro-4-{[3-(5-isopropyl-1,3,4-oxadiazol-2-yl)-2-methoxyphenyl]amino}pyrimidine-5-carboxylate ClC1=NC=C(C(=N1)NC1=C(C(=CC=C1)C=1OC(=NN1)C(C)C)OC)C(=O)OCC